(R)-6-chloro-3-methyl-5-((1-methylpyrrolidin-3-yl)amino)-pyrazine-2-carbonitrile ClC1=C(N=C(C(=N1)C#N)C)N[C@H]1CN(CC1)C